2,5-dioxo-2,5-dihydro-1H-pyrrol-1-yl bicyclo[2.2.1]hept-5-ene-2-carboxylate C12C(CC(C=C1)C2)C(=O)ON2C(C=CC2=O)=O